BrC=1C=C(C(=NC1)I)OC 5-bromo-2-iodo-3-methoxypyridine